2-[4-[6-(2,6-dimethylphenyl)-2-[(1-methylpyrazol-4-yl)sulfonylamino]pyrimidin-4-yl]oxyphenyl]acetic acid CC1=C(C(=CC=C1)C)C1=CC(=NC(=N1)NS(=O)(=O)C=1C=NN(C1)C)OC1=CC=C(C=C1)CC(=O)O